ClCC(=O)N1CCN(CC(C1)O)C(=O)OC(C)(C)C tert-butyl 4-(2-chloroacetyl)-6-hydroxy-1,4-diazepan-1-carboxylate